2,2,2-trifluoroethyl (1-cyclopropyl-3-(3,3-difluorocyclobutyl)-4-methyl-1H-pyrazol-5-yl)carbamate C1(CC1)N1N=C(C(=C1NC(OCC(F)(F)F)=O)C)C1CC(C1)(F)F